3-(4-{6-[2-(5-Fluoro-2,7-dimethyl-benzo[b]thiophen-3-yl)-ethylamino]-pyrimidin-4-yl}-phenyl)-4-hydroxy-cyclobut-3-en-1,2-dion FC1=CC2=C(SC(=C2CCNC2=CC(=NC=N2)C2=CC=C(C=C2)C=2C(C(C2O)=O)=O)C)C(=C1)C